ClC=1C=C(C(=NC1)I)OCC(F)(F)F 5-chloro-2-iodo-3-(2,2,2-trifluoroethoxy)pyridine